C(C)(C)(C)OC(=O)N1[C@@H](C[C@@H](C1)F)C(CC(C(=O)OCC)=O)=O (2S,4S)-1-tert-Butoxycarbonyl-2-(4-ethoxy-3,4-dioxobutyryl)-4-fluoropyrrolidine